(E)-9-ethyl-6-(2-(quinolin-4-yl)vinyl)-9H-carbazol-3-amine C(C)N1C2=CC=C(C=C2C=2C=C(C=CC12)N)\C=C\C1=CC=NC2=CC=CC=C12